ClC=1C=NC=C(C1[C@@H](C)OC=1C=C2C(=NNC2=CC1)C=1C=NC(=C(C1)F)N1CC2(CCN2S(=O)(=O)C)C1)Cl 5-[(1R)-1-(3,5-dichloro-4-pyridyl)ethoxy]-3-[5-fluoro-6-(1-methylsulfonyl-1,6-diazaspiro[3.3]heptan-6-yl)-3-pyridyl]-1H-indazole